2-{5-[methyl(2,2,6,6-tetramethylpiperidin-4-yl)amino][1,3]thiazolo[5,4-d][1,3]thiazol-2-yl}phenol hydrochloride Cl.CN(C=1SC2=C(N1)SC(=N2)C2=C(C=CC=C2)O)C2CC(NC(C2)(C)C)(C)C